(S)-2-(4-(3-chloro-4-((3,5-difluoropyridin-2-yl)methoxy)-5',6-dimethyl-2-oxo-2H-[1,4'-bipyridin]-2'-yl)thiazol-2-yl)-N,2-dimethylpropionamide ClC=1C(N(C(=CC1OCC1=NC=C(C=C1F)F)C)C1=CC(=NC=C1C)C=1N=C(SC1)C(C(=O)NC)(C)C)=O